(4,6-dimethoxypyrimidin-2-yl)benzenesulfonamide COC1=NC(=NC(=C1)OC)C1=C(C=CC=C1)S(=O)(=O)N